2-((5-cyclopentyl-1H-pyrazol-3-yl)amino)thieno[3,2-d]pyrimidin-4(3H)-one C1(CCCC1)C1=CC(=NN1)NC=1NC(C2=C(N1)C=CS2)=O